(2S,4R)-N-((R)-1-(4-carbamimidoylthiophen-2-yl)ethyl)-4-(methylsulfonyl)-1-((4-phenoxybutanoyl)glycyl)pyrrolidine-2-carboxamide C(N)(=N)C=1C=C(SC1)[C@@H](C)NC(=O)[C@H]1N(C[C@@H](C1)S(=O)(=O)C)C(CNC(CCCOC1=CC=CC=C1)=O)=O